3,6-Diphenyl-4-(p-tolyl)pyridazine C1(=CC=CC=C1)C=1N=NC(=CC1C1=CC=C(C=C1)C)C1=CC=CC=C1